3-(4-fluorophenyl)-1H-indole-5-carboxylic acid FC1=CC=C(C=C1)C1=CNC2=CC=C(C=C12)C(=O)O